(S)-1-(3,4-difluorophenyl)-3-cyano-propyl acetate C(C)(=O)O[C@@H](CCC#N)C1=CC(=C(C=C1)F)F